C1(=CC=CC=C1)C#CCN1C(N(C(N(C1=O)CC#C)=O)CC#C)=O 1-(3-phenyl-prop-2-ynyl)-3,5-di-prop-2-ynyl-[1,3,5]triazine-2,4,6-trione